4-((2-((3-chlorophenyl)amino)-5-(piperidine-1-carbonyl)phenyl)amino)-4-oxobutanoic acid methyl ester COC(CCC(=O)NC1=C(C=CC(=C1)C(=O)N1CCCCC1)NC1=CC(=CC=C1)Cl)=O